4-Methoxy-4-((4-(trifluoromethyl)phenyl)ethynyl)piperidine-1-carboxylic acid tert-butyl ester C(C)(C)(C)OC(=O)N1CCC(CC1)(C#CC1=CC=C(C=C1)C(F)(F)F)OC